C(C)(C)(C)OC(=O)N(C(OC(C)(C)C)=O)C=1C2=C(N=CN1)N(C=C2C2=CC=C(C=C2)OC2=CC=CC=C2)C2CCC(CC2)NCCNC(=O)OC(C)(C)C tert-butyl (tert-butoxycarbonyl)(7-(4-((2-((tert-butoxycarbonyl)amino) ethyl)amino) cyclohexyl)-5-(4-phenoxyphenyl)-7H-pyrrolo[2,3-d]pyrimidin-4-yl)carbamate